AZATHIOCOUMARIN O1C(=S)N=CC2=CC=CC=C12